FC1(C=2N(C[C@@H](CC1)O)N=C1C2CN([C@@H](C1)C)C(=O)OC(C)(C)C)F (3R,8R)-tert-butyl 11,11-difluoro-8-hydroxy-3-methyl-3,4,8,9,10,11-hexahydro-1H-pyrido[4',3':3,4]pyrazolo[1,5-a]azepine-2(7H)-carboxylate